CC(=CCCC=O)CCCC(=C)C 5,9-dimethyl-4,9-decadienal